C12(CC(C1)C2)NC(CN2C(C(=CC=C2)NC([C@H](CCC(C(=O)NCC)=O)NC(=O)C=2C(=NC1=NC=CC=C1C2)C)=O)=O)=O (S)-N1-(1-(2-(Bicyclo[1.1.1]pentan-1-ylamino)-2-oxoethyl)-2-oxo-1,2-dihydropyridin-3-yl)-N6-ethyl-2-(2-methyl-1,8-naphthyridin-3-carboxamido)-5-oxohexandiamid